(4-(3-cyano-5-fluorophenoxy)-2-fluoro-7-((trifluoromethyl)sulfonyl)-2,3-dihydro-1H-inden-1-ylidene)-2-methylpropane-2-sulfinamide C(#N)C=1C=C(OC2=C3CC(C(C3=C(C=C2)S(=O)(=O)C(F)(F)F)=CC(C)(S(=O)N)C)F)C=C(C1)F